2-(1-(4-methoxybenzyl)-2-oxo-8-(pyrrolo[1,2-a]pyrazin-1-yl)-1,3,8-triazaspiro[4.5]decan-3-yl)-N-(4-(trifluoromethyl)phenyl)acetamide COC1=CC=C(CN2C(N(CC23CCN(CC3)C=3C=2N(C=CN3)C=CC2)CC(=O)NC2=CC=C(C=C2)C(F)(F)F)=O)C=C1